(R)-2-(3-isothiocyanato-1-(tetrahydrofuran-3-yl)-1H-pyrazol-5-yl)-2-methylpropanenitrile N(=C=S)C1=NN(C(=C1)C(C#N)(C)C)[C@H]1COCC1